ClC1=CC(=C(C=C1)C1=NC(=CN2C1=NC(=C(C2=O)C)C)[C@@H]2C[C@@H](OCC2)C=2C=NN(C2)C)F 9-(4-chloro-2-fluoro-phenyl)-2,3-dimethyl-7-[(2R,4S)-2-(1-methylpyrazol-4-yl)tetrahydropyran-4-yl]pyrazino[1,2-a]pyrimidin-4-one